NC1=C(C=CC(=C1)C(F)(F)F)S 2-amino-4-(trifluoromethyl)benzenethiol